FC1=C(OCCN2CCN(CC2)C(=O)OC(C)(C)C)C=CC(=C1F)C=O tert-butyl 4-(2-(2,3-difluoro-4-formylphenoxy)ethyl)piperazine-1-carboxylate